NOCC1=C(C=CC=C1C)\C(\C(=O)NC)=N/OC (2E)-2-[2-(aminooxymethyl)-3-methyl-phenyl]-2-methoxyimino-N-methyl-acetamide